CC1=CNC2=NC=C(C=C21)C=2C=C1CCN(CC1=C(C2)[C@H]2NCCOC2)C(=O)N2CCN(CC2)C (R)-(6-(3-methyl-1H-pyrrolo[2,3-b]pyridin-5-yl)-8-(morpholin-3-yl)-3,4-dihydroisoquinolin-2(1H)-yl)(4-methylpiperazin-1-yl)methanone